C(\C=C\C=CCCCCC)(=O)O trans-decdienoic acid